tert-butyl N-[3-[6-(4-cyanophenyl)-5-(4-methylphenyl)pyrrolo[3,2-b]pyridin-1-yl]propyl]carbamate C(#N)C1=CC=C(C=C1)C=1C=C2C(=NC1C1=CC=C(C=C1)C)C=CN2CCCNC(OC(C)(C)C)=O